C(C)O[C@H]1CN(CCC1)C1CCN(CC1)C=1SC(=CN1)C(=O)N 2-((3R)-3-ethoxy[1,4'-bipiperidin]-1'-yl)-1,3-thiazole-5-carboxamide